CCCCCCCCOC(=O)C(=C)C n-Octyl methacrylate